2-[5-(trifluoromethyl)-1H-pyrazole-3-carbonyl]-1,3,4,5-tetrahydropyrido[4,3-b]indole-8-carbonitrile FC(C1=CC(=NN1)C(=O)N1CC2=C(NC=3C=CC(=CC23)C#N)CC1)(F)F